C1(=CC=CC=C1)P(OC1=C(C(=CC(=C1)CCCCC)O)C1C(CCC(=C1)C)C(=C)C)(OC)=O 6-hydroxy-5'-methyl-4-pentyl-2'-(prop-1-en-2-yl)-1',2',3',4'-tetrahydro-[1,1'-biphenyl]-2-yl methyl phenylphosphonate